CC1=C(C=C(C=C1)S(=O)(=O)NC1(CC1)C)[N+](=O)[O-] 4-methyl-N-(1-methylcyclopropyl)-3-nitrobenzenesulfonamide